N-(5-((3-(5-(Dimethylphosphoryl)-1-methyl-1H-pyrazol-3-yl)-2-methoxyphenyl)amino)-6-propionylpyridazin-3-yl)cyclopropanecarboxamide CP(=O)(C)C1=CC(=NN1C)C=1C(=C(C=CC1)NC=1C=C(N=NC1C(CC)=O)NC(=O)C1CC1)OC